2,3-diphenyl-5-ethyl-tetrazole chloride [Cl-].C1(=CC=CC=C1)N1NC(=NN1C1=CC=CC=C1)CC